O=C1NCC[C@H]1C[C@@H](C(=O)OC)NC(=O)[C@H]1NCC2(CCC2)C1 (S)-methyl 3-((S)-2-oxopyrrolidin-3-yl)-2-((S)-6-azaspiro[3.4]octane-7-carboxamido)propanoate